ClC1=C(C=CC(=C1)Cl)C(C(C)NC(=O)C=1C(=NN(C1)C)C(F)F)OC N-[1-(2,4-dichlorophenyl)-1-methoxypropane-2-yl]-3-(difluoromethyl)-1-methyl-1H-pyrazole-4-carboxamide